C(CCCCCCC(=O)OCCC(CCCCC)CCCCC)(=O)OCCCC(CCCOC(CCC(OCCCC\C=C/CC)OCCCC\C=C/CC)=O)O 1-(7-((4,4-bis(((Z)-oct-5-en-1-yl)oxy)butanoyl)oxy)-4-hydroxyheptyl) 8-(3-pentyloctyl) octanedioate